((2S,3S)-3-(2,6-dichlorophenyl)-1,4-dioxaspiro[4.4]nonan-2-yl)methyl sulfamate S(N)(OC[C@@H]1OC2(O[C@H]1C1=C(C=CC=C1Cl)Cl)CCCC2)(=O)=O